O(C1=CC=CC=C1)C1=CC=C(C=C1)S(=O)(=O)CC1SC1 2-[[(4-Phenoxyphenyl)sulfonyl]methyl]thiirane